1-(1-(6,7-difluoro-3-methyl-4-oxo-3,4-dihydrophthalazin-1-yl)ethyl)-1-methylurea FC=1C=C2C(N(N=C(C2=CC1F)C(C)N(C(=O)N)C)C)=O